ClC=1C=CC=NC1C 5-chloro-6-methylpyridin